Oct-2-Yl-Zinc (II) Bromide [Br-].CC(CCCCCC)[Zn+]